CC1=NNC2=CC=C(C=C12)C1=CC=C(C=C1)S(=O)(=O)N1CCC(CC1)NC1=CC=C(C=C1)OC(F)(F)F 1-[4-(3-methyl-1H-indazol-5-yl)phenyl]sulfonyl-N-[4-(trifluoromethoxy)phenyl]piperidin-4-amine